OC1CCN(CC1)C1=C2C=CN(C(C2=CN=C1)=O)CC=1N=C2N(C=C(C=C2)C)C1 5-(4-hydroxypiperidin-1-yl)-2-((6-methylimidazo[1,2-a]pyridin-2-yl)methyl)-2,7-naphthyridin-1(2H)-one